C(C)(C)(C)C1=CC(=NN1[C@@H]1COCC1)N=C=S (S)-5-(tert-butyl)-3-isothiocyanato-1-(tetrahydrofuran-3-yl)-1H-pyrazole